[Ru](=O)(=O)(=O)O perruthenic acid